CC1=NC(=CC(=C1)C=1NC2=CC=C(C=C2C1C(C)C)C1CCC(CC1)CN(C)C)C 1-(4-(2-(2,6-dimethylpyridin-4-yl)-3-isopropyl-1H-indol-5-yl)cyclohexyl)-N,N-dimethyl-methanamine